nickel-palladium cerium oxide [O-2].[Ce+3].[Pd+2].[Ni+2]